COC1=NC=C(C=C1B1OC(C(O1)(C)C)(C)C)C(F)(F)F 2-methoxy-3-(4,4,5,5-tetramethyl-1,3,2-dioxaborolan-2-yl)-5-(trifluoromethyl)pyridine